Decanoic acid C(CCCCCCCCC)(=O)O